C(C)OC(CC1=CC(=CC=C1)C=1C(NC2=CC(=C(C=C2C1)C1=CC=C(C=C1)C1=NC=CC=C1)Cl)=O)=O 2-(3-(7-chloro-2-oxo-6-(4-(pyridin-2-yl)phenyl)-1,2-dihydroquinolin-3-yl)phenyl)acetic acid ethyl ester